ClC=1C(=C(CC=2C=C3C(C(=CN(C3=CC2OC)[C@H](CO)C(C)C)C(=O)O)=O)C=CC1)F 6-(3-chloro-2-fluorobenzyl)-1-[(2S)-1-hydroxy-3-methylbutan-2-yl]-7-methoxy-4-oxo-1,4-dihydroazanaphthalene-3-carboxylic acid